(4R)-1-(5-tert-butylisoxazol-3-yl)-4-ethoxy-5-hydroxy-3-methyl-imidazolin-2-one C(C)(C)(C)C1=CC(=NO1)N1C(N([C@@H](C1O)OCC)C)=O